6-(1-((6-fluoro-2,3-dihydrobenzofuran-5-yl)sulfonyl)piperidin-4-yl)-8-methoxy-[1,2,4]triazolo[1,5-a]pyridine FC1=CC2=C(CCO2)C=C1S(=O)(=O)N1CCC(CC1)C=1C=C(C=2N(C1)N=CN2)OC